OC(CO[C@@H](C(=O)N1CC2(CC2)C[C@H]1C(=O)N[C@@H](C[C@H]1C(NCC1)=O)C(COC(F)(F)F)=O)CC(C)C)(C)C (S)-5-((R)-2-(2-hydroxy-2-methylpropoxy)-4-methylpentanoyl)-N-((S)-3-oxo-1-((S)-2-oxopyrrolidin-3-yl)-4-(trifluoromethoxy)butan-2-yl)-5-azaspiro[2.4]heptane-6-carboxamide